Methyl 2-[(4-bromo-2,5-difluoro-phenyl)methyl]-3-[(3S)-4,4-dimethyltetrahydrofuran-3-yl]benzimidazole-5-carboxylate BrC1=CC(=C(C=C1F)CC=1N(C2=C(N1)C=CC(=C2)C(=O)OC)[C@@H]2COCC2(C)C)F